OC[C@@H]1CC[C@]2(CC(CC12)=C)C(=O)OC methyl (1R,3aR)-1-(hydroxymethyl)-5-methylenehexahydropentalene-3a(1H)-carboxylate